3-((4-(5-(Chlorodifluoromethyl)-1,2,4-oxadiazol-3-yl)phenyl)amino)-4-(dimethylamino)cyclobut-3-en-1,2-dion ClC(C1=NC(=NO1)C1=CC=C(C=C1)NC=1C(C(C1N(C)C)=O)=O)(F)F